N-(5,5-difluoropiperidin-3-yl)-2-methyl-5-((2-(trifluoromethyl)pyridin-3-yl)methoxy)benzofuran FC1(CC(CNC1)N1C(C(=CC=C1)COC=1C=CC2=C(C=C(O2)C)C1)C(F)(F)F)F